3-amino-2-butenoic acid octadecyl ester C(CCCCCCCCCCCCCCCCC)OC(C=C(C)N)=O